(E)-4-(dimethylamino)-N'-(1-(pyridin-3-yl)ethylidene)benzohydrazide CN(C1=CC=C(C(=O)N/N=C(\C)/C=2C=NC=CC2)C=C1)C